(S)-6-(cyclopropanecarboxamido)-N-(methyl-d3)-4-((5-methyl-1-oxo-1,2,3,3a,4,5-hexahydropyrrolo[1,2-a]quinoxalin-6-yl)amino)pyridazine-3-carboxamide C1(CC1)C(=O)NC1=CC(=C(N=N1)C(=O)NC([2H])([2H])[2H])NC1=C2N(C[C@H]3N(C2=CC=C1)C(CC3)=O)C